[Ca+2].C1(CCCCC1)(C(=O)[O-])C(=O)[O-] cyclohexanedicarboxylate calcium salt